N1CC(=CC1)C1=CC=C(C=C1)NC1=NC=CC(=N1)NC1=NC(=NC=C1)C1=NC(=CC=C1)C N2-[4-(2,5-dihydro-1H-pyrrol-3-yl)phenyl]-N4-[2-(6-methyl-2-pyridyl)pyrimidin-4-yl]pyrimidine-2,4-diamine